C(C)(=O)OCCCCCCC 1-heptyl acetate